1,1,1,2,4,4,5,5,5-nonafluoro-3-methyl-2-pentene FC(C(=C(C(C(F)(F)F)(F)F)C)F)(F)F